N-methacryloyl-3-aminopropionic acid methyl ester COC(CCNC(C(=C)C)=O)=O